N-[2-(2-ethoxyethylsulfanyl)ethyl]propan-2-amine C(C)OCCSCCNC(C)C